(E)-3-(4-bromophenyl)-1-(4-(6-methoxypyridin-3-yl)piperazin-1-yl)prop-2-en-1-one BrC1=CC=C(C=C1)/C=C/C(=O)N1CCN(CC1)C=1C=NC(=CC1)OC